3,5-bis(3-methylbut-2-yl)salicylaldehyde CC(C(C)C1=C(C(C=O)=CC(=C1)C(C)C(C)C)O)C